6-(4-(N-Methyl-N-(((R)-3-oxo-4-(trifluoromethyl)-3,5,6,7-tetrahydro-2H-cyclopenta[c]pyridazin-7-yl)methyl)-D-alanyl)piperazin-1-yl)nicotinonitrile CN([C@H](C)C(=O)N1CCN(CC1)C1=NC=C(C#N)C=C1)C[C@H]1CCC=2C1=NNC(C2C(F)(F)F)=O